C(#C)C=1C(=CC=C2C=CC=C(C12)C1=C(C=2N=C(N=CC2C(=N1)NCCC=1C=C(C=CC1)S(=O)(=O)O)OC[C@]12CCCN2C[C@@H](C1)F)F)F 3-(2-((7-(8-ethynyl-7-fluoronaphthalen-1-yl)-8-fluoro-2-(((2R,7aS)-2-fluorotetrahydro-1H-pyrrolizin-7a(5H)-yl)methoxy)pyrido[4,3-d]pyrimidin-5-yl)amino)ethyl)benzenesulfonic acid